N[C@H](COC)C1=CC=2N(N=C1)C=C(N2)[C@H](COC(C(F)(F)F)(C)C)NC(OC(C)(C)C)=O |o1:1| tert-butyl ((R)-1-(7-((S*)-1-amino-2-methoxyethyl)imidazo[1,2-b]pyridazin-2-yl)-2-((1,1,1-trifluoro-2-methylpropan-2-yl)oxy)ethyl)carbamate